2-benzyl-3-chloro-6-(oxetan-3-yl)-2,6-dihydro-7H-pyrazolo[3,4-d]pyridazin-7-one C(C1=CC=CC=C1)N1N=C2C(N(N=CC2=C1Cl)C1COC1)=O